CC1CN(CC=C1C1=C2C(=NC(=C1)NC(=O)C1CC1)NC=C2)C(=O)C2=NC=CN=C2 N-(4-(3-methyl-1-(pyrazine-2-carbonyl)-1,2,3,6-tetrahydropyridin-4-yl)-1H-pyrrolo[2,3-b]pyridin-6-yl)cyclopropylcarboxamide